4,6-dimethyl-2,4,6-tris-(4-hydroxyphenyl)-hepten CC(CC(=C)C1=CC=C(C=C1)O)(CC(C)(C1=CC=C(C=C1)O)C)C1=CC=C(C=C1)O